6-(3,4-dimethylphenyl)-2-thioxo-1,2-dihydropyridine-3-carboxylic acid CC=1C=C(C=CC1C)C1=CC=C(C(N1)=S)C(=O)O